1-{4-[5-(2-Chlorobiphenyl-4-yl)-[1,2,4]-oxadiazol-3-yl]-benzyl}-4-hydroxymethylpiperidine-4-carboxylic acid ClC1=C(C=CC(=C1)C1=NC(=NO1)C1=CC=C(CN2CCC(CC2)(C(=O)O)CO)C=C1)C1=CC=CC=C1